C(CCCCCCCCCCCCCCC)(=O)OCC(COC(CCCCCCCCCCCCCCC)=O)OC(NC1CN(C1)CCF)=O 2-(((1-(2-fluoroethyl)azetidin-3-yl)carbamoyl)oxy)propane-1,3-diyl dipalmitate